NC1=C(C=C(C(=O)OC)C=C1)F methyl 4-amino-3-fluoro-benzoate